6-(1-methyl-5-((tetrahydro-2H-pyran-4-yl)oxy)-1H-pyrazol-4-yl)isoquinolin-3-amine CN1N=CC(=C1OC1CCOCC1)C=1C=C2C=C(N=CC2=CC1)N